C(C)(C)(C)C=1C=C(C=C(C1O)C(C)(C)C)CCC(=O)NC(C(=O)[O-])CC(=O)[O-] 2-[3-(3,5-di-t-butyl-4-hydroxyphenyl)propanamido]Succinat